2-(cyclopropylmethyl)-5-(2-methyl-2H-indazol-5-yl)-2,7-dihydro-6H-pyrazolo[3,4-b]pyridin-6-one C1(CC1)CN1N=C2NC(C(=CC2=C1)C1=CC2=CN(N=C2C=C1)C)=O